N-(4-(8-amino-3-(4-(1,2,3,6-tetrahydropyridin-4-yl)phenyl)imidazo[1,5-a]pyrazin-1-yl)benzyl)-5-fluoro-2-methoxybenzamide NC=1C=2N(C=CN1)C(=NC2C2=CC=C(CNC(C1=C(C=CC(=C1)F)OC)=O)C=C2)C2=CC=C(C=C2)C=2CCNCC2